2-((3-(3-chloro-5-((5-fluoropyridin-2-yl)oxy)pyridin-2-yl)-1,2,4-oxadiazol-5-yl)methyl)acrylic acid ClC=1C(=NC=C(C1)OC1=NC=C(C=C1)F)C1=NOC(=N1)CC(C(=O)O)=C